FC([C@H]1C[C@H](CCC1)C(=O)O)(F)F |r| racemic-cis-3-(trifluoromethyl)cyclohexanecarboxylic acid